FC1=C(C(=O)OC)C=CC(=C1)OC[C@H]1OC1 (S)-Methyl 2-fluoro-4-(oxiran-2-ylmethoxy)benzoate